6-[1-[3,6-Dimethyl-4-oxo-2-(2-pyridyl)chromen-8-yl]ethylamino]-2,3-difluoro-benzoic acid CC1=C(OC2=C(C=C(C=C2C1=O)C)C(C)NC1=CC=C(C(=C1C(=O)O)F)F)C1=NC=CC=C1